C(C)(C)(C)OC(=O)N1CC2(C1)OCCN(C2)C2=NC=CC(=C2)B(O)O [2-(2-tert-butoxycarbonyl-5-oxa-2,8-diazaspiro[3.5]nonan-8-yl)-4-pyridyl]boronic acid